C(C)(C)C=1C=C2C(=NC=NC2=CC1)OS(=O)(=O)C1=CC=C(C=C1)C 6-isopropylquinazolin-4-yl-4-methylbenzenesulfonate